3'-methoxy-2'-methyl-[3,4'-bipyridine]-6-amine COC=1C(=NC=CC1C=1C=NC(=CC1)N)C